2-ethoxy-8-(6-methoxypyridin-3-yl)-6-(2-methyl-2H-indazol-5-yl)pteridin-7(8H)-one C(C)OC1=NC=2N(C(C(=NC2C=N1)C1=CC2=CN(N=C2C=C1)C)=O)C=1C=NC(=CC1)OC